[C@@H]1([C@H](O)[C@@H](O)[C@H](O)[C@H](O1)CO)O[C@H]1[C@H](O)O[C@@H]([C@H]([C@@H]1O)O)CO 2-O-β-D-glucopyranosyl-β-D-glucopyranose